N(C(=O)C)C1=CC=C(C=C1)OC(CN(CC)CC)=O N,N-diethyl-glycine-4-acetaminophenyl ester